cis-1-(6-chlorothieno[2,3-b]pyridin-2-yl)-3-methoxy-3-methylcyclobutan-1-ol ClC1=CC=C2C(=N1)SC(=C2)C2(CC(C2)(C)OC)O